di(phenanthrenyl)chrysene C1(=CC=CC=2C3=CC=CC=C3C=CC12)C1=C(C=2C=CC3=C4C=CC=CC4=CC=C3C2C=C1)C1=CC=CC=2C3=CC=CC=C3C=CC12